tert-butyl (S)-4-(7-(8-chloronaphthalen-1-yl)-2-(((S)-1-methylpyrrolidin-2-yl)methoxy)pyrido[2,3-d]pyrimidin-4-yl)-2-(cyanomethyl)piperazine-1-carboxylate ClC=1C=CC=C2C=CC=C(C12)C=1C=CC2=C(N=C(N=C2N2C[C@@H](N(CC2)C(=O)OC(C)(C)C)CC#N)OC[C@H]2N(CCC2)C)N1